CC1(OC1CC=C(C=C)C)C 2,2-dimethyl-3-[3-methyl-2,4-pentadien-1-yl]oxirane